C(C)(C)(C)OC(=O)NCCCCC1=C(C=CC(=C1)F)NC1=C(C(=O)OC)C=CC(=C1)C(F)(F)F methyl 2-((2-(4-((tert-butoxycarbonyl)amino)butyl)-4-fluorophenyl)amino)-4-(trifluoromethyl)benzoate